ClC=1C=CC(=C(C1)[C@H]1C[C@H](C1)NC(=O)C=1N=NN(C1)[C@@H](C)C1=NC=C(C=C1F)N1C([C@@H]2C[C@@H]2C1)=O)C#N |o1:19| N-((cis)-3-(5-chloro-2-cyanophenyl)cyclobutyl)-1-((S or R)-1-(3-fluoro-5-((1R,5S)-2-oxo-3-azabicyclo[3.1.0]hexan-3-yl)pyridin-2-yl)ethyl)-1H-1,2,3-triazole-4-carboxamide